(2R)-1-(benzyloxy)-1-oxopropan-2-yl (2S)-2-[(2R)-2-[[(2S)-3-cyclopropyl-2-(methylamino)propanoyl]oxy]-N-methyl-3-[6-(morpholin-4-yl)pyridin-3-yl]propanamido]-4-methylpentanoate C1(CC1)C[C@@H](C(=O)O[C@@H](C(=O)N(C)[C@H](C(=O)O[C@@H](C(=O)OCC1=CC=CC=C1)C)CC(C)C)CC=1C=NC(=CC1)N1CCOCC1)NC